tert-Butoxycarbonyl-4-(4-pyridinyl)-2-piperazinecarboxylic acid C(C)(C)(C)OC(=O)N1C(CN(CC1)C1=CC=NC=C1)C(=O)O